4-bromo-1-methyl-2-(1-methylcyclohexyl)-1H-imidazole BrC=1N=C(N(C1)C)C1(CCCCC1)C